BrC1=C2C(N(C=NC2=CC=C1OC1=C(C(=CC=C1F)NS(N(C)CC)(=O)=O)C#N)C1COC2(C1)CCN(CC2)C(=O)OC(C)(C)C)=O tert-butyl 3-[(3R)-5-bromo-6-[2-cyano-3-[[ethyl(methyl)sulfamoyl]amino]-6-fluoro-phenoxy]-4-oxo-quinazolin-3-yl]-1-oxa-8-azaspiro[4.5]decane-8-carboxylate